2-t-butyl-thiophenol C(C)(C)(C)C1=C(C=CC=C1)S